BrC1=NN(C(=N1)OC1=CC(=CC(=C1)F)Cl)C1CCC1 3-bromo-5-(3-chloro-5-fluorophenoxy)-1-cyclobutyl-1H-1,2,4-triazole